L-tyrosyl-L-prolyl-L-PHENYLALANYL-L-prolyl-glycyl-L-prolyl-L-isoleucine N[C@@H](CC1=CC=C(C=C1)O)C(=O)N1[C@@H](CCC1)C(=O)N[C@@H](CC1=CC=CC=C1)C(=O)N1[C@@H](CCC1)C(=O)NCC(=O)N1[C@@H](CCC1)C(=O)N[C@@H]([C@@H](C)CC)C(=O)O